C(C)(=O)OCCOC(C)=O ethyleneglycol diacetate